C(CCCCCCCCCCCCCCCCCCC)(=O)N eicosanoic acid amide